3-(4-fluorophenyl)-4-(3H-imidazo[4,5-b]pyridin-7-yl)-1-methyl-1H-pyrrole-2-carbonitrile FC1=CC=C(C=C1)C1=C(N(C=C1C1=C2C(=NC=C1)NC=N2)C)C#N